4-(((3aR,5s,6aS)-2-(2-(5-hydroxypyridin-2-yl)-2-oxoethyl)octahydrocyclopenta[c]pyrrol-5-yl)oxy)benzonitrile OC=1C=CC(=NC1)C(CN1C[C@@H]2[C@H](C1)CC(C2)OC2=CC=C(C#N)C=C2)=O